CC1=C(C(=O)OC)C=C(C=C1)NC=1SC=C(N1)C Methyl 2-methyl-5-((4-methylthiazol-2-yl)amino)benzoate